N1C=CC2=CC=C(C=C12)C(=O)OC methyl 1H-indole-6-carboxylate